O1C=CC2=C1C(=CC=C2)O[C@H](CCN)C=2SC=CC2 (R)-3-(benzofuran-7-yloxy)-3-(thiophen-2-yl)propan-1-amine